1,3-phenylene bis(3-aminobenzoate) NC=1C=C(C(=O)OC2=CC(=CC=C2)OC(C2=CC(=CC=C2)N)=O)C=CC1